FC(C(=O)O)(F)F.[Si](C1=CC=CC=C1)(C1=CC=CC=C1)(C(C)(C)C)OCC1CNC1 3-(((tert-butyldiphenylsilyl)oxy)methyl)azetidine trifluoroacetate